ClC1=C(C=CC(=C1)F)C=1CCCCCN1 7-(2-chloro-4-fluorophenyl)-3,4,5,6-tetrahydro-2H-azepine